C1CC2CCCC3CCCC1C23 perhydroacenaphthene